2-(((3-acetyl-4-boronophenyl)sulfonyl)carbamoyl)isonicotinic acid C(C)(=O)C=1C=C(C=CC1B(O)O)S(=O)(=O)NC(=O)C=1C=C(C(=O)O)C=CN1